NC1=C(C=C(C=C1)C=1C=NC=NC1)NC(C1=CC=C(C=C1)S(=O)(=O)C)=O N-(2-amino-5-pyrimidin-5-yl-phenyl)-4-(methylsulfonyl)benzamide